ClC=1C=C(C=C(C1)Cl)C1=C(C=C2N1N=CC(=C2C(C)C)C(=O)N[C@H]2CCOC1=C2C=CC=C1)C 7-(3,5-dichlorophenyl)-N-[(4S)-3,4-dihydro-2H-1-benzopyran-4-yl]-6-methyl-4-(propan-2-yl)pyrrolo[1,2-b]pyridazine-3-carboxamide